ClC=1N=C(C2=C(N1)C=NN2C2OCCCC2)OCC2=CC(=C(C=C2)C=2N(C=C(N2)C(F)(F)F)C)F 5-chloro-7-[[3-fluoro-4-[1-methyl-4-(trifluoromethyl)imidazol-2-yl]phenyl]methoxy]-1-tetrahydropyran-2-yl-pyrazolo[4,3-d]pyrimidine